NONADECANOIC ACID, METHYL ESTER C(CCCCCCCCCCCCCCCCCC)(=O)OC